C(CCCCCCCCC=C)(=O)OCC1=C[C@H]2[C@H]3[C@@H](O1)OC([C@@H]2C=C3)=O ((1S,4aS,5R,7aS)-8-oxo-1,4a,5,7a-tetrahydro-1,5-(epoxymethano)cyclopenta[c]pyran-3-yl)methyl undec-10-enoate